5-(pyrimidin-2-yl)-6-(3-azaspiro[5.5]undec-8-en-9-yl)pyrazolo[5,1-f][1,2,4]triazin-4-amine N1=C(N=CC=C1)C=1C(=NN2N=CN=C(C21)N)C2=CCC1(CCNCC1)CC2